CN(C)CC=1SC(=C(N1)C(F)(F)F)C1=NC(=NC=C1F)N[C@H]1C[C@@H](N(CC1)S(=O)(=O)C)C 4-(2-((dimethylamino)methyl)-4-(trifluoromethyl)thiazol-5-yl)-5-fluoro-N-((2S,4R)-2-methyl-1-(methylsulfonyl)piperidin-4-yl)pyrimidin-2-amine